tert-butyl 6-((6-(4-ethylpiperazin-1-yl) pyrimidin-4-yl) amino)-2-azaspiro[3.3]heptane-2-carboxylate C(C)N1CCN(CC1)C1=CC(=NC=N1)NC1CC2(CN(C2)C(=O)OC(C)(C)C)C1